5-methyltetradec-1,3,5-trien-7-one CC(C=CC=C)=CC(CCCCCCC)=O